C1(=CC=CC=C1)CN(S(OC1=NOC(C1)(C(F)(F)F)C1=CC(=CC(=C1)Cl)Cl)(=O)=O)C (5-(3,5-dichlorophenyl)-5-(trifluoromethyl)-4,5-dihydroisoxazol-3-yl) phenyl-dimethylsulfamate